C1(CC1)C1=NC(=C(C(=N1)N)I)OC cyclopropyl-5-iodo-6-methoxypyrimidin-4-amine